copper Potassium (III) [K+3].[Cu+2]